4-(4-acryloyl-2-methylpiperazin-1-yl)-6-cyclopropyl-1-(2-isopropyl-4-methylpyridin-3-yl)-7-(2-methoxy-3-methylphenyl)pyrido[2,3-d]pyrimidin-2(1H)-one C(C=C)(=O)N1CC(N(CC1)C=1C2=C(N(C(N1)=O)C=1C(=NC=CC1C)C(C)C)N=C(C(=C2)C2CC2)C2=C(C(=CC=C2)C)OC)C